4-(5-(methoxycarbonyl)pyridin-2-yl)-1-methyl-1H-1,2,3-triazole-5-carboxylic acid COC(=O)C=1C=CC(=NC1)C=1N=NN(C1C(=O)O)C